C(#N)C1=C(C=CC2=C1OC[C@H]1N2CCN(C1)C(=O)OC(C)(C)C)[N+](=O)[O-] tert-butyl (S)-7-cyano-8-nitro-1,2,4a,5-tetrahydrobenzo[b]pyrazino[1,2-d][1,4]oxazine-3(4H)-carboxylate